CN(C(=O)C=1OC(=NN1)C1=C(C=CC=C1)NC1=CC=C(C=C1)C(F)(F)F)C N,N-dimethyl-5-(2-((4-(trifluoromethyl)phenyl)amino)phenyl)-1,3,4-oxadiazole-2-carboxamide